BrC=1C=C(C=2N(C1)N=CC2C(=O)N)OC 6-bromo-4-methoxypyrazolo[1,5-a]pyridine-3-carboxamide